C(C)(C)(C)OC(=O)NC[C@@H](C)N1N=C2C(CN([C@@H](C2)C)C(C2=CC(=C(C=C2)Cl)C(F)(F)F)=O)=C1C(=O)OCC ethyl (R)-2-((R)-1-((tert-butoxycarbonyl) amino) propan-2-yl)-5-(4-chloro-3-(trifluoromethyl) benzoyl)-6-methyl-4,5,6,7-tetrahydro-2H-pyrazolo[4,3-c]pyridine-3-carboxylate